CN(CCCN(CCCO)C)C 3-{[3-(dimethylamino)propyl]methylamino}propanol